NC1=C2N=CN(C2=NC=N1)C[C@@H](C)OCP(OCCCSCCCCCCCCCCC#CC1=CC=CC=C1)(O)=O 3-((12-phenyldodec-11-yn-1-yl)thio)propyl hydrogen ((((R)-1-(6-amino-9H-purin-9-yl)propan-2-yl)oxy)methyl)phosphonate